5-((4-((3-(4-chlorophenyl)pyridin-4-yl)methyl)piperazin-1-yl)methyl)-1-oxoisoindole ClC1=CC=C(C=C1)C=1C=NC=CC1CN1CCN(CC1)CC=1C=C2C=NC(C2=CC1)=O